2-(1-Benzothiophen-2-yl)-5-nitrobenzoic acid methyl ester COC(C1=C(C=CC(=C1)[N+](=O)[O-])C=1SC2=C(C1)C=CC=C2)=O